BrCCCCCCCCCC[P+](C1=CC=C(C=C1)C)(C1=CC=C(C=C1)C)C1=CC=C(C=C1)C (10-bromodecyl)-tris-p-tolylphosphonium